Pyrido[3,2-d]pyrimidine-6-carbonitrile N1=CN=CC2=C1C=CC(=N2)C#N